7-(((R)-3,3-difluoro-2-hydroxypropoxy)methyl)-N-(5-(5-((1R,2S)-2-fluorocyclopropyl)-1,2,4-oxadiazol-3-yl)-2-methylphenyl)imidazo[1,2-a]pyridine-3-carboxamide FC([C@@H](COCC1=CC=2N(C=C1)C(=CN2)C(=O)NC2=C(C=CC(=C2)C2=NOC(=N2)[C@@H]2[C@H](C2)F)C)O)F